C(C)OC(CN1N=NC(=C1)CCC)=O 2-(4-propyl-1H-1,2,3-triazol-1-yl)-acetic acid ethyl ester